methyl 5-bromo-4'-cyclopropyl-[1,1'-biphenyl]-2-carboxylate BrC1=CC=C(C(=C1)C1=CC=C(C=C1)C1CC1)C(=O)OC